ClC=1C=C(C=CC1)N[C@@H](CC(C)C)C(=O)N1[C@@H]2CC([C@H]([C@@H]1C(=O)N[C@H](\C=C(\C(=O)OCC)/F)C[C@H]1C(NCC1)=O)CC2)(F)F ethyl (S,Z)-4-((1S,3R,4S)-2-((3-chlorophenyl)-L-leucyl)-5,5-difluoro-2-azabicyclo[2.2.2]octane-3-carboxamido)-2-fluoro-5-((S)-2-oxopyrrolidin-3-yl)pent-2-enoate